1H-pyrazol-3(2H)-one N1NC(C=C1)=O